ClC1=C(C(=CC=C1)Cl)C(C)N1N=CC=C1C 1-(1-(2,6-dichlorophenyl)ethyl)-5-methyl-1H-pyrazol